C1(CC1)N1C(N2C(C=C1C(F)(F)F)=NC(=C2)C2=NC=C(C=C2S(=O)(=O)CC)C2=NOC1(C2)CCCC1)=O 6-cyclopropyl-2-[3-ethylsulfonyl-5-(1-oxa-2-azaspiro[4.4]non-2-en-3-yl)-2-pyridyl]-7-(trifluoromethyl)imidazo-[1,2-c]pyrimidin-5-one